C(CCCCCCC)OCC(CC)O 1-(octyloxy)-2-butanol